FC(C1=CC(=NC(=C1)C(F)(F)F)N1[C@@H](CCC1)C(=O)N(C1COC1)C1=CC=C(C=C1)F)(F)F (2S)-1-[4,6-bis(trifluoromethyl)pyridin-2-yl]-N-(4-fluorophenyl)-N-(oxetan-3-yl)pyrrolidine-2-carboxamide